C(CCCCCCCCCCCCCCCCC)NO octadecylamino alcohol